CC1=C(C(=O)O)C=CC(=C1)C(=O)OC 2-methyl-4-(methoxycarbonyl)benzoic acid